dodecan-1-yl(ethyl)(dimethyl)ammonium ethyl-sulfate C(C)OS(=O)(=O)[O-].C(CCCCCCCCCCC)[N+](C)(C)CC